(E)-3-((1,5-dithiaspiro[5.5]undecan-7-ylidene)methyl)-2-methyl-1H-indole S1CCCSC12\C(\CCCC2)=C\C2=C(NC1=CC=CC=C21)C